C([O-])([O-])=O.[Co+2] cobalt (ii) carbonate